C1(CC1)NC1=CC=CC(=N1)S(=O)(=O)NC(=O)C=1C(=NC=CC1)N1C(CC(C1)C)(C)C N-[[6-(Cyclopropylamino)-2-pyridyl]sulfonyl]-2-(2,2,4-trimethylpyrrolidin-1-yl)pyridin-3-carboxamid